NCCC[SiH2]C(OC)OC (3-aminopropyl)dimethoxymethylsilane